(R)-2-(6-((1-(3-Aminocyclobutyl)piperidin-3-yl)amino)-4-methylpyridazin-3-yl)-5-(trifluoromethyl)phenol NC1CC(C1)N1C[C@@H](CCC1)NC1=CC(=C(N=N1)C1=C(C=C(C=C1)C(F)(F)F)O)C